N1=C(C=CC=C1)C=1N=C(SC1)NC(=O)C1=CC=C(C=C1)N1CCN(CC1)C(=O)OC(C)(C)C tert-butyl 4-(4-((4-(pyridin-2-yl)thiazol-2-yl)carbamoyl)phenyl)piperazine-1-carboxylate